dichlorvos dibromide [Br-].[Br-].O=P(OC)(OC=C(Cl)Cl)OC